(4-(tert-butyl)-4-hydroxy-6-oxo-4,6-dihydro-1h,3h-pyrano[4,3-b]thieno[3,2-d]pyran-8-yl)boronic acid C(C)(C)(C)C1(COCC2=C1OC(C1=C2C=C(S1)B(O)O)=O)O